5-(benzofuran-7-yl)-N-(1H-indol-3-yl)isoindoline-2-carboxamide O1C=CC2=C1C(=CC=C2)C=2C=C1CN(CC1=CC2)C(=O)NC2=CNC1=CC=CC=C21